(R)-3-methyl-4-phenylmorpholine C[C@H]1N(CCOC1)C1=CC=CC=C1